C12(CCC3=CC=CC=C13)CCC(CC2)C(=O)O 2',3'-dihydro-spiro[cyclohexane-1,1'-indene]-4-carboxylic acid